C(C)(C)(C)OC(NCCC1=CNC2=CC=CC=C12)=O (2-(1H-indol-3-yl)ethyl)carbamic acid tert-butyl ester